O=C1N(C(CC1)=O)[C@@H]1CC([C@@H]2N1C1=CC=C(C=C1C=C2)F)(C(=O)OC)C(=O)OC Dimethyl (1R,3aR)-1-(2,5-dioxopyrrolidin-1-yl)-7-fluoro-1,2-dihydropyrrolo[1,2-a]quinoline-3,3(3aH)-dicarboxylate